O=C(C=C)NC(C(=O)O)NC(C=C)=O di[(1-oxo-2-propenyl)amino]-acetic acid